FC1([C@@H]([C@@H](N(C1)C(=O)C1CC(C1)F)CC=1C(=C(C=CC1)C1=C(C=CC(=C1)F)F)F)NS(=O)(=O)CC)F N-{(2S,3R)-4,4-difluoro-1-((1r,3S)-3-fluorocyclobutane-1-carbonyl)-2-[(2,2',5'-trifluoro[1,1'-biphenyl]-3-yl)methyl]-pyrrolidin-3-yl}ethanesulfonamide